ClC1=CC(=C(C=C1)[C@@H]1OC2=C(C=CC=C2C=C1)C1CCN(CC1)CC1=NC2=C(C=NC(=C2)C=2NC(=NN2)C(=O)N)N1C[C@H]1OCC1)F 5-(2-((4-((R)-2-(4-chloro-2-fluorophenyl)-2H-chromen-8-yl)piperidin-1-yl)methyl)-3-(((S)-oxetan-2-yl)methyl)-3H-imidazo[4,5-c]pyridin-6-yl)-4H-1,2,4-triazole-3-carboxamide